Vanadium-potassium-aluminum [Al].[K].[V]